tert-butyl (2R,5S)-4-(7-(3,3-difluorocyclohexyl)-5-(trifluoromethyl)-7H-pyrrolo[2,3-d]pyrimidin-4-yl)-2,5-dimethylpiperazine-1-carboxylate FC1(CC(CCC1)N1C=C(C2=C1N=CN=C2N2C[C@H](N(C[C@@H]2C)C(=O)OC(C)(C)C)C)C(F)(F)F)F